cesium water O.[Cs]